3-(4-morpholinophenyl)hex-4-ynoic acid O1CCN(CC1)C1=CC=C(C=C1)C(CC(=O)O)C#CC